COCCN1CCN(CC1)C1=CC=C(C=N1)C(=O)N 6-[4-(2-methoxyethyl)piperazin-1-yl]pyridine-3-carboxamide